tert-Butyl N-(6,7-dichloro-2-methyl-1-oxo-3,4-dihydropyrazino[1,2-a]indol-9-yl)carbamate ClC1=C(C=C(C=2C=C3N(C12)CCN(C3=O)C)NC(OC(C)(C)C)=O)Cl